2-(2-(4,4-dimethyltetrahydro-2H-pyran-3-yl)-5-fluorophenyl)-2-(3-((5-(5,6,7,8-tetrahydro-1,8-naphthyridin-2-yl)pentyl)oxy)azetidin-1-yl)acetic acid CC1(C(COCC1)C1=C(C=C(C=C1)F)C(C(=O)O)N1CC(C1)OCCCCCC1=NC=2NCCCC2C=C1)C